O=C1OC2=CC=CC=C2C=C1C(=O)OCCCSC1=CC(=NC2=CC=CC=C12)C1=C(C=CC=C1)OC 3-((2-(2-methoxyphenyl)quinolin-4-yl)thio)propyl 2-oxo-2H-chromene-3-carboxylate